2-azabicyclo[2.2.2]octane-2-carboxylate C12N(CC(CC1)CC2)C(=O)[O-]